tert-butyl 4-[[4-[(2,6-dioxo-3-piperidyl)amino]-2-fluoro-phenyl]carbamoyl]piperidine-1-carboxylate O=C1NC(CCC1NC1=CC(=C(C=C1)NC(=O)C1CCN(CC1)C(=O)OC(C)(C)C)F)=O